C(CC)(=O)N 1-propanamide